5-(2-methoxy-4-pyridinyl)indan-4-amine COC1=NC=CC(=C1)C1=C(C=2CCCC2C=C1)N